(S)-2-((1-(5-(4-ethylphenyl)-1,2,4-oxadiazol-3-yl)ethyl)carbamoyl)-4-methoxypyridin-3-yl butyrate C(CCC)(=O)OC=1C(=NC=CC1OC)C(N[C@@H](C)C1=NOC(=N1)C1=CC=C(C=C1)CC)=O